[4-amino-2-(4-fluoroanilino)-1,3-thiazol-5-yl][4-(dimethylamino)phenyl]methanone NC=1N=C(SC1C(=O)C1=CC=C(C=C1)N(C)C)NC1=CC=C(C=C1)F